COC(=O)C1CN(C1)C1CCC2=CC(=CC=C12)C1CN(C1)C(=O)OCCCC butyl 3-(1-(3-(methoxycarbonyl)azetidin-1-yl)-2,3-dihydro-1H-inden-5-yl)azetidine-1-carboxylate